C(=CC1=CC=CC=C1)C=CC(=O)O.[NH4+] ammonium styreneacrylic acid